(R)-2-[4-(6-chloro-1,3-benzoxazol-2-yloxy)phenoxy]-N-(2-fluorophenyl)-N-methylpropanamide ClC1=CC2=C(N=C(O2)OC2=CC=C(O[C@@H](C(=O)N(C)C3=C(C=CC=C3)F)C)C=C2)C=C1